N1C(CCC1)COC(=O)N1CCC(CC1)NC1=NC(=NC=2N1N=CC2C(C)C)C 4-((8-isopropyl-2-methylpyrazolo[1,5-a][1,3,5]triazine-4-yl)amino)piperidine-1-carboxylic acid pyrrolidin-2-ylmethyl ester